C(C=C)(=O)NC=1C=C(C(=NC1N1C[C@@H](CC1)N(C)C)OC)NC1=NC=C(C(=N1)N1CC(C2=NC(=CC=C21)C)(C)C)C(=O)OC(C)C isopropyl (R)-2-((5-acrylamido-6-(3-(dimethyl-amino)pyrrolidin-1-yl)-2-methoxy-pyridin-3-yl)amino)-4-(3,3,5-trimethyl-2,3-dihydro-1H-pyrrolo[3,2-b]pyridin-1-yl)pyrimidine-5-carboxylate